(4-methylphenyl)(4-(2-methylpropyl)phenyl)iodonium hexafluorophosphate F[P-](F)(F)(F)(F)F.CC1=CC=C(C=C1)[I+]C1=CC=C(C=C1)CC(C)C